FC1=CC2=C(N(C=N2)C2CCN(CC2)CC=2C=C3CN(C(C3=CC2)=O)N2C(NC(CC2)=O)=O)C=C1 1-(5-((4-(5-fluoro-1H-benzo[d]imidazol-1-yl)piperidin-1-yl)methyl)-1-oxoisoindolin-2-yl)dihydropyrimidine-2,4(1H,3H)-dione